FC=1C(=NC(=NC1)C1=CCC(CC1)CC1=NC=2C(=NC(=CC2)C(=O)OC)N1C[C@H]1OCC1)O methyl 2-((4-(5-fluoro-4-hydroxypyrimidin-2-yl)cyclohex-3-en-1-yl)methyl)-3-(((S)-oxetan-2-yl)methyl)-3H-imidazo[4,5-b]pyridine-5-carboxylate